ClC=1C(=C(C(=O)O)C(=CC1)NC1=C(C=NC2=CC=C(C=C12)Cl)S(=O)(=O)N1CCOCC1)O 3-chloro-6-[(6-chloro-3-morpholinosulfonyl-4-quinolinyl)amino]-2-hydroxy-benzoic acid